N-(1,1-dioxido-2,3-dihydrothiophen-3-yl)-3-hydroxy-3',4'-dimethyl-[1,1'-biphenyl]-4-carboxamide O=S1(CC(C=C1)NC(=O)C1=C(C=C(C=C1)C1=CC(=C(C=C1)C)C)O)=O